(2S)-2-[4-bromo-2-(2,2-dichloro-cyclopropyl)phenoxy]propionic acid BrC1=CC(=C(O[C@H](C(=O)O)C)C=C1)C1C(C1)(Cl)Cl